O1COC=2C=CC3=C(N=C(S3)N3C(N[C@@H]4[C@H]3CCOC4)=O)C21 (3aR,7aR)-1-(2H-[1,3]dioxolo[4,5-e][1,3]benzothiazole-7-yl)hexahydropyrano[3,4-d]imidazole-2(3H)-On